naphthyl vinyl ether C(=C)OC1=CC=CC2=CC=CC=C12